[Cl-].C(C)O[Hf+](OCC)OCC triethoxyhafnium chloride